N-[(3-fluoro-1-bicyclo[1.1.1]pentyl)methyl]carbamic acid tert-butyl ester C(C)(C)(C)OC(NCC12CC(C1)(C2)F)=O